(R)-1-oxa-7-azaspiro[4.4]nonan O1CCC[C@@]12CNCC2